(3R*,4R*)-1-Cyclohexyl-4-{[5-(2,4-difluoro-phenyl)-isoxazole-3-carbonyl]-amino}-piperidine-3-carboxylic acid [2-(4-fluoro-phenyl)-ethyl]-amide FC1=CC=C(C=C1)CCNC(=O)[C@@H]1CN(CC[C@H]1NC(=O)C1=NOC(=C1)C1=C(C=C(C=C1)F)F)C1CCCCC1 |o1:12,17|